3-ethyl-4-((5-(3-iodophenyl)-1H-pyrazol-3-yl)amino)phenol C(C)C=1C=C(C=CC1NC1=NNC(=C1)C1=CC(=CC=C1)I)O